CN(CC(=O)N1CCC(CC1)COC=1C=C2C(=C(NC2=CC1)C=1C(=C(C(N(C1)C)=O)C)C)C(C)C)C 5-(5-((1-(dimethylglycyl)piperidin-4-yl)methoxy)-3-isopropyl-1H-indol-2-yl)-1,3,4-trimethylpyridin-2(1H)-one